ClC1=CC=C2C(=N1)NC(=C2)C(=O)OC Methyl 6-chloro-1H-pyrrolo[2,3-b]pyridine-2-carboxylate